N-[2-(4-methoxyphenyl)ethyl]-N-propyl-3H-1-benzazepine-4-carboxamide COC1=CC=C(C=C1)CCN(C(=O)C=1CC=NC2=C(C1)C=CC=C2)CCC